N1=CC=C(C=2OC[C@H]3N(C21)CCC3)SC=3C=2N(C(=NC3)N3CCC1([C@@H](C=4N(N=CC4)C1)N)CC3)C=CN2 (S)-1-(8-(((S)-6a,7,8,9-tetrahydro-6H-pyrido[3,2-b]pyrrolo[1,2-d][1,4]oxazin-4-yl)thio)imidazo[1,2-c]pyrimidin-5-yl)-4'H,6'H-spiro[piperidine-4,5'-pyrrolo[1,2-b]pyrazol]-4'-amine